{3-{6-[(1H-indazol-5-yl)amino]imidazo[1,2-b]pyridazin-3-yl}phenyl}-2-(pyrrolidin-1-yl)acetamide ethyl-2-(4-((tert-butoxycarbonyl)-amino)phenyl)-1,4,5,6-tetrahydropyridine-3-carboxylate C(C)OC(=O)C1=C(NCCC1)C1=CC=C(C=C1)NC(=O)OC(C)(C)C.N1N=CC2=CC(=CC=C12)NC=1C=CC=2N(N1)C(=CN2)C=2C=C(C=CC2)C(C(=O)N)N2CCCC2